NC/C(/CN1N=CN(C1=O)CCC=1SC(=CC1)C=1C=NC(=CC1)C(F)(F)F)=C\F 2-[(2E)-2-(aminomethyl)-3-fluoroprop-2-en-1-yl]-4-(2-{5-[6-(trifluoromethyl)pyridin-3-yl]thiophen-2-yl}ethyl)-2,4-dihydro-3H-1,2,4-triazol-3-one